ethyl 1-(2-bromoethyl)-3-methyl-1H-pyrrole-2-carboxylate BrCCN1C(=C(C=C1)C)C(=O)OCC